ClC1=CC2=C3C=4N(CC(OC4N=C2C(=C1)F)C)C(C1CN(C(CN13)C)C(=O)[O-])=C=O 12-chloro-10-fluoro-2,7-dimethyl-5-carbonyl-1,2,4a,5,6,7-hexahydro-8-oxa-3,5a,9,13c-Tetrazanaphtho[3,2,1-de]anthracene-3(4H)-carboxylate